OC(C)(C)C1=C2C(=NC(=C1)C1=C(C=C(C=C1C)C(F)(F)F)O)N=C(O2)N[C@H]2CN(CCC2)C 2-[7-(1-Hydroxy-1-methyl-ethyl)-2-[[(3R)-1-methyl-3-piperidyl]amino]oxazolo[4,5-b]pyridin-5-yl]-methyl-5-(trifluoromethyl)phenol